ClC1=CC(=C(C=N1)NC(OC(C)(C)C)=O)C1=CC=2N(C=C1)N=C(C2)NC2=NC(=NC(=C2)C)C Tert-butyl (6-chloro-4-(2-((2,6-dimethylpyrimidin-4-yl)amino)pyrazolo[1,5-a]pyridin-5-yl)pyridin-3-yl)carbamate